C1(=CC=CC=C1)OC(=O)C1=NN(C2=C1C=NC(=C2)NC(C)=O)C(C2=CC=CC=C2)(C2=CC=CC=C2)C2=CC=CC=C2 6-acetamido-1-trityl-pyrazolo[4,3-C]pyridine-3-carboxylic acid phenyl ester